(1R,3S,5S)-N-(3-(5-fluoropyrimidin-2-yl)-4-methylphenyl)-3-methyl-1-(5-methyl-1,3,4-oxadiazol-2-yl)-6-azabicyclo[3.1.1]heptane-6-carboxamide FC=1C=NC(=NC1)C=1C=C(C=CC1C)NC(=O)N1[C@H]2C[C@@H](C[C@@]1(C2)C=2OC(=NN2)C)C